dihydroxy bis(glycolate) titanium [Ti].C(CO)(=O)OO.C(CO)(=O)OO